BrC1=C(C(=CC2=CN(N=C12)C)N)C 7-bromo-2,6-dimethyl-indazol-5-amine